C(C)(C)(C)OC(NC12CC(C1)(C2)NC(=O)C2=C(CCN)C1=C(C=C(C=C1N2)Cl)O)=O (3-((2R,4R)-6-chloro-4-hydroxytryptamine-2-carboxamido)bicyclo[1.1.1]pent-1-yl)carbamic acid tert-butyl ester